3-ethyl-6-hydroxy-2-(1-(4-methyl-1,4-diazepan-1-yl)butyl)quinazolin-4(3H)-one C(C)N1C(=NC2=CC=C(C=C2C1=O)O)C(CCC)N1CCN(CCC1)C